[2-(2,4-Dimethylphenylsulfanyl)phenyl]piperazinecarboxylic acid CC1=C(C=CC(=C1)C)SC1=C(C=CC=C1)C1N(CCNC1)C(=O)O